ClC=1C=CC(=C(C1)NC1=NC=NC2=CC=C(C=C12)C1CN(C1)C(C=C)=O)F 1-(3-(4-((5-Chloro-2-fluorophenyl)amino)quinazolin-6-yl)azetidin-1-yl)prop-2-en-1-one